CN1N=C(C=2NC(=NC(C21)=O)C=2C=C(C=CC2OCCC)S(=O)(=O)NCCC2N(CCC2)C)CCC 3-(1-methyl-7-oxo-3-propyl-4,7-dihydro-1H-pyrazolo[4,3-d]pyrimidin-5-yl)-N-[2-(1-methylpyrrolidin-2-yl)ethyl]-4-propoxybenzenesulfonamide